trans-tert-butyl ((4-(hydrazinecarbonyl)cyclohexyl)methyl)carbamate N(N)C(=O)[C@@H]1CC[C@H](CC1)CNC(OC(C)(C)C)=O